ClC1=CC=C(C=C1)C1=N[C@H](C=2N(C3=C1C(=C(S3)C)C)C(=NN2)C)CC(=O)O[C@H](C)C2=CC=C(C(=O)OC)C=C2 methyl 4-((R)-1-(2-((S)-4-(4-chlorophenyl)-2,3,9-trimethyl-6H-thieno[3,2-f][1,2,4]triazolo[4,3-a][1,4]diazepin-6-yl)acetoxy)ethyl)benzoate